1-(o-tolyl)propan-1-one C1(=C(C=CC=C1)C(CC)=O)C